(+-)-1-phenylethanol C1(=CC=CC=C1)[C@@H](C)O |r|